[4-[(E)-cinnamyl]piperazin-1-yl]-(3-hydroxy-4-methoxy-phenyl)methanone C(\C=C\C1=CC=CC=C1)N1CCN(CC1)C(=O)C1=CC(=C(C=C1)OC)O